1-methyl-1,2-cyclohexanedicarboxylic anhydride CC12C(CCCC1)C(=O)OC2=O